COC1=CC=C(C=N1)C1=NC2=C(N1)C=CC(=C2)N 2-(6-methoxypyridin-3-yl)-1H-benzo[d]imidazol-5-amine